(R)-N-((R)-3-(4-chloro-3-fluorophenoxy)-1-(4,4,5,5-tetramethyl-1,3,2-dioxaborolan-2-yl)propyl)-2-methylpropane-2-sulfinamide ClC1=C(C=C(OCC[C@@H](B2OC(C(O2)(C)C)(C)C)N[S@](=O)C(C)(C)C)C=C1)F